(2R,4R)-1-(3-chloro-2-fluorobenzyl)-4-((3',5'-difluoro-6'-((5-methyl-1H-pyrazol-3-yl)amino)-[2,4'-bipyridin]-2'-yl)methyl)-2-methylpiperidine-4-carboxylic acid ClC=1C(=C(CN2[C@@H](C[C@@](CC2)(C(=O)O)CC2=NC(=C(C(=C2F)C2=NC=CC=C2)F)NC2=NNC(=C2)C)C)C=CC1)F